2-cyclohexyl-2-(3,3-dichloropropyl)-1,3-dipropoxypropane C1(CCCCC1)C(COCCC)(COCCC)CCC(Cl)Cl